3-[ethyl(methylamino)-4-methyl-5-oxo-4,5-dihydro-1H-1,2,4-triazol-1-yl]-5-fluoro-2-{[(2S)-1,1,1-trifluoropropan-2-yl]oxy}benzamide C(C)N1N(C(N(C1NC)C)=O)C=1C(=C(C(=O)N)C=C(C1)F)O[C@H](C(F)(F)F)C